7-methoxy-3,7-dimethyloctaldehyde COC(CCCC(CC=O)C)(C)C